C(#N)C=1C(C(=C(N(C1C)C)C)C(=O)O)=O 5-cyano-1,2,6-trimethyl-4-oxo-1,4-dihydropyridine-3-carboxylic acid